NC=1C(=NC(=CC1)OC)/C=C/CC(=O)OC(C)(C)C tert-butyl (E)-4-(3-amino-6-methoxy-2-pyridyl)but-3-enoate